3-Methyl-6-({2-methyl-4-[4-(trifluoromethyl)piperidin-1-yl]phenyl}amino)-1,4-dihydro-quinazolin-2-one CN1C(NC2=CC=C(C=C2C1)NC1=C(C=C(C=C1)N1CCC(CC1)C(F)(F)F)C)=O